acryloyloxyethylbenzyl-diethylammonium fluoride [F-].C(C=C)(=O)OCC[N+](CC)(CC)CC1=CC=CC=C1